N(=[N+]=[N-])C1=CC=C(OC2=CC(=NC=C2)C(=O)NC)C=C1 4-(4-azidophenoxy)-N-methylpyridinecarboxamide